4,13-bis((1H-pyrazol-3-yl)methyl)-1,4,7,10,13,16,21,24-octaazabicyclo[8.8.8]hexacosane N1N=C(C=C1)CN1CCN2CCNCCN(CCN(CCNCC1)CCNCCNCC2)CC2=NNC=C2